(R)-1-tert-butyl 4-ethyl 2-methyl-5-oxopiperidine-1,4-dicarboxylate C[C@H]1N(CC(C(C1)C(=O)OCC)=O)C(=O)OC(C)(C)C